CC1=C(C=CC(=C1)[N+](=O)[O-])OC1=C(C=2N(C=N1)C=NN2)O 7-(2-methyl-4-nitrophenyloxy)-[1,2,4]triazolo[4,3-c]pyrimidin-8-ol